C(C)(C)N1CCN(CC1)C1CCN(CC1)C1=C(C=C(C(=C1)OC)NC1=NC=NC(=C1)N1OCC[C@@H]1C1=CC(=CC=C1)OC)NC(C=C)=O N-(2-(4-(4-isopropylpiperazine-1-yl)piperidine-1-yl)-4-methoxy-5-((6-((R)-3-(3-methoxyphenyl)isoxazolidine-2-yl)pyrimidine-4-yl)amino)phenyl)acrylamide